phenyl (3-((4-fluorophenyl)ethynyl)-4-iodophenyl)carbamate FC1=CC=C(C=C1)C#CC=1C=C(C=CC1I)NC(OC1=CC=CC=C1)=O